CN1C(N(C2=C1C=C(C=C2)N2CCNCC2)N2C(CCCC2=O)=O)=O (3-methyl-2-oxo-5-(piperazin-1-yl)-2,3-dihydro-1H-benzo[d]imidazol-1-yl)piperidine-2,6-dione